N1(C=NC=C1)CC1=CC(=CC=2C(=COC21)COC2=C(C=CC=C2)CC(=O)OCC)Br ethyl 2-(2-((7-((1H-imidazol-1-yl)methyl)-5-bromobenzofuran-3-yl)methoxy)phenyl)acetate